(R)-N-(4-((2-((6-cyclopropyl-2-((5,5-dimethyltetrahydrofuran-3-yl)methyl)-3-oxo-2,3-dihydropyridazin-4-yl)amino)-1-methyl-1H-benzo[d]imidazol-6-yl)oxy)pyridin-2-yl)acetamide C1(CC1)C=1C=C(C(N(N1)C[C@@H]1COC(C1)(C)C)=O)NC1=NC2=C(N1C)C=C(C=C2)OC2=CC(=NC=C2)NC(C)=O